Methyl (R)-2,4-dimethyl-2,3,4,5-tetrahydrobenzo[f][1,4]oxazepine-8-carboxylate C[C@H]1OC2=C(CN(C1)C)C=CC(=C2)C(=O)OC